ClC=1C(=C(CNC(=O)C=2C(C(=C3N(C[C@H]4N(C3=O)[C@H]3CC[C@@H]4C3)C2)O)=O)C=CC1F)F (1R,4S,12aS)-N-(3-chloro-2,4-difluorobenzyl)-7-hydroxy-6,8-dioxo-1,2,3,4,6,8,12,12a-octahydro-1,4-methanodipyrido[1,2-a:1',2'-d]pyrazine-9-carboxamide